4-(5-chloro-2-methoxy-phenyl)-6-methyl-N-[6-(1-methyl-1H-indazol-5-yl)thiazolo[4,5-b]pyrazin-2-yl]pyridine-3-carboxamide ClC=1C=CC(=C(C1)C1=C(C=NC(=C1)C)C(=O)NC=1SC=2C(=NC=C(N2)C=2C=C3C=NN(C3=CC2)C)N1)OC